CC=1C=C(CNC2=NC=C3N(C2=O)[C@@H](CC3)C(=O)O)C=C(C1)C (S)-3-((3,5-dimethylbenzyl)amino)-4-oxo-4,6,7,8-tetrahydropyrrolo[1,2-a]pyrazine-6-carboxylic acid